OC=1C(=CC2=C(N=C[C@H]3N(C2=O)CCCC3)C1)OC (S)-3-Hydroxy-2-methoxy-7,8,9,10-tetrahydrobenzo[e]pyrido[1,2-a][1,4]diazepin-12(6aH)-one